C(C1=CC=CC=C1)OC1=C(C=C(C=C1)/C=C/C(=O)OC)OC (2E)-methyl 3-[4-(benzyloxy)-3-methoxyphenyl]-2-propenoate